(Z)-N-hydroxy-6-(2,5-dioxo-4-(thiophen-2-ylmethylene)imidazolidin-1-yl)hexanamide ONC(CCCCCN1C(N\C(\C1=O)=C/C=1SC=CC1)=O)=O